ClC1=C(C=CC=C1)N1C(N=C(C2=C1N=C(C=C2)C(F)(F)F)NC2=NC=CC=C2)=O 1-(2-chlorophenyl)-4-(2-pyridylamino)-7-(trifluoromethyl)pyrido[2,3-d]-pyrimidin-2(1H)-one